BrC1=CC=CC(=N1)NC(=O)[C@H]1NC[C@@H]([C@H]1OC)F (2S,3S,4S)-N-(6-bromopyridin-2-yl)-4-fluoro-3-methoxypyrrolidine-2-carboxamide